N-(o-cyanophenyl)acrylamide C(#N)C1=C(C=CC=C1)NC(C=C)=O